FC1=CC(=CC2=C1NC(=N2)NC(OCC)=O)C2=C(C=CC(=C2)CC2=NNC(C1=CC=CC=C21)=O)F Ethyl (7-fluoro-5-(2-fluoro-5-((4-oxo-3,4-dihydrophthalazin-1-yl)methyl)phenyl)-1H-benzoimidazol-2-yl)carbamate